(1S,3S)-3-((6-(5-(((Butoxycarbonyl)amino)methyl)-1-methyl-1H-pyrazol-4-yl)pyridin-3-yl)oxy)cyclohexan C(CCC)OC(=O)NCC1=C(C=NN1C)C1=CC=C(C=N1)OC1CCCCC1